[Fe].[Na].[K].[Zr].[Hf].[Nb] niobium hafnium zirconium potassium sodium iron